C(C1=CC=CC=C1)OCC1CCC(CC1)(O)C1=CC=C(C=C1)Br 4-benzyloxymethyl-1-(4-bromophenyl)cyclohexanol